C(C)(=O)N1CC2(C1)CC(C2)NC2=NC=C1C3(CN(CC1=C2)C[C@@H](CN2CC1=CC=CC=C1CC2)O)CC3 (R)-7'-((2-acetyl-2-azaspiro[3.3]hept-6-yl)amino)-2'-(3-(3,4-dihydroisoquinoline-2(1H)-yl)-2-hydroxypropyl)-2',3'-dihydro-1'H-spiro[cyclopropane-1,4'-[2,6]naphthyridine]